(R)-5-bromo-2,3-dihydro-1H-inden-2-amine hydrochloride Cl.BrC=1C=C2C[C@@H](CC2=CC1)N